N[C@H](/C=C/S(=O)(=O)C1CN(C1)C(=O)OCC[Si](C)(C)C)C 2-trimethylsilylethyl 3-[(E,3S)-3-aminobut-1-enyl]sulfonylazetidine-1-carboxylate